2-[(3-bromo-2-nitrophenyl)amino]propionic acid BrC=1C(=C(C=CC1)NC(C(=O)O)C)[N+](=O)[O-]